[3-[3-(7-azaspiro[3.5]nonan-2-yl)-4-oxo-quinazolin-6-yl]oxy-2-cyano-4-fluoro-phenyl]cyclobutanesulfonamide C1C(CC12CCNCC2)N2C=NC1=CC=C(C=C1C2=O)OC=2C(=C(C=CC2F)C2(CCC2)S(=O)(=O)N)C#N